ethyl 1-(3-methylimidazo[1,2-b]pyridazin-6-yl)piperidine-4-carboxylate CC1=CN=C2N1N=C(C=C2)N2CCC(CC2)C(=O)OCC